oxalic acid diisocyanate potassium difluorophosphate P(=O)([O-])(F)F.[K+].C(C(=O)N=C=O)(=O)N=C=O